3-(difluoromethyl)-5-(trifluoromethyl)pyrazole FC(C1=NNC(=C1)C(F)(F)F)F